C(C)N1C(=NN(C1=O)C=1C=C2C(=CN(C(C2=CC1F)=O)[C@@H]1[C@@H](CCC1)C)C(C)C)CO |o1:20,21| 6-(4-Ethyl-3-(hydroxymethyl)-5-oxo-4,5-dihydro-1H-1,2,4-triazol-1-yl)-7-fluoro-4-isopropyl-2-((1S*,2R*)-2-methylcyclopentyl)isochinolin-1(2H)-on